C(C1=CC=CC=C1)(=O)ON=C(C(=O)C1=CC=C(C=C1)SC1=CC=CC=C1)CC N-benzoyloxy-1-(4-phenylsulfanylphenyl)butane-1-one-2-imine